FC1=C(C=CC(=C1)C1(C(NC2=C(C=CC=C12)C(F)(F)F)=O)C1=CC=C(C=C1)OC(F)(F)F)B(O)O (2-fluoro-4-(2-oxo-3-(4-(trifluorometh-oxy)phenyl)-7-(trifluoromethyl)indolin-3-yl)phenyl)boronic acid